C(C=C)(=O)O.C1(=CC=CC=C1)CC#N phenylacetonitrile acrylate